3-trifluoromethyl-bicyclo[1.1.1]pentane-1-amine hydrochloride Cl.FC(C12CC(C1)(C2)N)(F)F